dihydroxycinnamic acid C1=CC=C(C=C1)C(=C(C(=O)O)O)O